(R)-1-(4-fluorophenylmethyl)-1-((1-methylpyrrolidin-2-yl)methyl)-3-(4-(2,2,2-trifluoroethoxy)benzyl)urea FC1=CC=C(C=C1)CN(C(=O)NCC1=CC=C(C=C1)OCC(F)(F)F)C[C@@H]1N(CCC1)C